6-cyclobutyl-2-((2r,6s)-2-methyl-6-(trifluoromethyl)morpholino)-N-(2-sulfamoylpyridin-4-yl)nicotinamide C1(CCC1)C1=NC(=C(C(=O)NC2=CC(=NC=C2)S(N)(=O)=O)C=C1)N1C[C@H](O[C@@H](C1)C(F)(F)F)C